1-(6-bromo-5-ethylsulfanyl-3-pyridinyl)cyclopropanecarbonitrile BrC1=C(C=C(C=N1)C1(CC1)C#N)SCC